OC=1C2=C(NC(N1)=S)OC1(CC2)CCCC2=CC=CC(=C21)C 4'-hydroxy-8-methyl-3,4,5',6'-tetrahydro-2H-spiro[naphthalene-1,7'-pyrano[2,3-d]pyrimidine]-2'(1'H)-thione